1-[2-(3-piperazin-1-yl-phenylamino)-pyrimidin-4-yl]-1H-indole-3-carboxylic acid methylamide CNC(=O)C1=CN(C2=CC=CC=C12)C1=NC(=NC=C1)NC1=CC(=CC=C1)N1CCNCC1